N=1N(N=CC1)C1=C(C=C(C=N1)NC(=O)C1=C(C=C(C=C1)C1=C(C=C(C=C1)F)O)C#N)C(F)(F)F N-(6-(2H-1,2,3-triazol-2-yl)-5-(trifluoromethyl)pyridin-3-yl)-3-cyano-4'-fluoro-2'-Hydroxy-[1,1'-biphenyl]-4-carboxamide